(2-bromoethyl)indoline BrCCN1CCC2=CC=CC=C12